dodecanyl decanoate C(CCCCCCCCC)(=O)OCCCCCCCCCCCC